titanium propoxide tristearate C(CCCCCCCCCCCCCCCCC)(=O)[O-].C(CCCCCCCCCCCCCCCCC)(=O)[O-].C(CCCCCCCCCCCCCCCCC)(=O)[O-].[O-]CCC.[Ti+4]